ClC1=C(C=CC=C1)N1CCN(CC1)C1=C(C(OC(=C1)C=1SC=CC1)=O)C#N 4-(4-(2-chlorophenyl)piperazin-1-yl)-2-oxo-6-(thiophen-2-yl)-2H-pyran-3-carbonitrile